C(CC)OC(CCCCCCCC=CC=CCCCC)OCCC 1,1-dipropoxy-9,11-hexadecadiene